BrC1=CN=CN(C1=O)C1CN(CCC1)C(=O)OC(C)(C)C tert-butyl 3-(5-bromo-6-oxopyrimidin-1(6H)-yl)piperidine-1-carboxylate